COC=1C=C(C=C2C(NC(S2)=O)=O)C=C(C1OC)OC.[K] Potassium 5-(3,4,5-trimethoxybenzylidene)thiazolidine-2,4-dione salt